tert-Butyl 4-[5-fluoro-7-[2-methyl-8-(3-pyrazol-1-ylpropoxy)imidazo[1,2-b]pyridazin-6-yl]cinnolin-3-yl]piperidine-1-carboxylate FC1=C2C=C(N=NC2=CC(=C1)C=1C=C(C=2N(N1)C=C(N2)C)OCCCN2N=CC=C2)C2CCN(CC2)C(=O)OC(C)(C)C